6-{5-chloro-2-[(oxan-4-yl)amino]pyrimidin-4-yl}-2-[2-oxo-2-(2,3,4,5-tetrahydro-1H-2-benzazepin-2-yl)ethyl]-2,3-dihydro-1H-isoindol-1-one ClC=1C(=NC(=NC1)NC1CCOCC1)C1=CC=C2CN(C(C2=C1)=O)CC(N1CC2=C(CCC1)C=CC=C2)=O